ethyl 4-(7-(tetrahydro-2H-pyran-4-yl)imidazo[1,2-b]pyridazin-3-yl)benzoate O1CCC(CC1)C1=CC=2N(N=C1)C(=CN2)C2=CC=C(C(=O)OCC)C=C2